C(=O)(O)C(CC[Na])(O)CC carboxyl-ethyl-hydroxypropyl-sodium